NC1=NC=2C=CC(=CC2C2=C1[C@H](OC2)C)C(=O)N(CC2=NC=C(C=C2)C(F)(F)F)C2[C@H]1COC[C@@H]21 (3R)-4-amino-3-methyl-N-((1R,5S,6r)-3-oxabicyclo[3.1.0]hexan-6-yl)-N-((5-(trifluoromethyl)-2-pyridinyl)methyl)-1,3-dihydrofuro[3,4-c]quinoline-8-carboxamide